9-ETHYLIDENE-3-OXATRICYCLO[6.2.1.0(2,7)]UNDECAN-4-ONE C(C)=C1C2C3CCC(OC3C(C1)C2)=O